1-decyl-1H-1,2,3-triazol C(CCCCCCCCC)N1N=NC=C1